[1-(phenylimino)ethyl]pyridine C1(=CC=CC=C1)N=C(C)C1=NC=CC=C1